C(C)(C)(C)OC(=O)N1CCC(CC1)COC=1C=C2C(NC(=NC2=CC1)C1=NC=CC(=C1)C(F)(F)F)=O 4-[4-oxo-2-(4-trifluoromethyl-pyridin-2-yl)-3,4-dihydro-quinazolin-6-yloxymethyl]-piperidine-1-carboxylic acid tert-butyl ester